C1(CC1)N1C(=NC2=C1C=C(C(=C2)NC=2SC(=NN2)C2=CC(=C(C(=C2)OC)OC)OC)N2CCN(CC2)C)C2=CC(=CC=C2)F N-(1-cyclopropyl-2-(3-fluorophenyl)-6-(4-methylpiperazinyl)-5-benzimidazolyl)-5-(3,4,5-trimethoxyphenyl)-1,3,4-thiadiazol-2-amine